N[14C]1=NC=NN2C1=CC=C2I 4-amino-7-iodo[4-14C]Pyrrolo[2,1-f][1,2,4]Triazine